5-bromo-4-(methoxymethyl)-2-methyl-2H-indazole BrC1=C(C2=CN(N=C2C=C1)C)COC